tert-butyl 4-(4,6-dichloropyrimidin-2-yl)-1,4-diazepane-1-carboxylate ClC1=NC(=NC(=C1)Cl)N1CCN(CCC1)C(=O)OC(C)(C)C